C(C)OC(=O)C=CC(CC(=O)OCC)(C)C 3,3-dimethyl-1-butene-1,4-dicarboxylic acid diethyl ester